C(C)(C)(C)O[C@H]1[C@@H](C[C@H]2N(CCC3=CC(=C(C=C23)OC)OCC(C)(C)C)C1)O (2R,3R,11bR)-3-(tert-butoxy)-10-methoxy-9-(neopentyloxy)-1,3,4,6,7,11b-hexahydro-2H-pyrido[2,1-a]isoquinolin-2-ol